C1(=CC=C(C=C1)CN1C=CC2=C(C=CC(=C12)C(=O)NCC1=CC=C(C(=O)O)C=C1)NC1=CC=CC=C1)C1=CC=CC=C1 4-((1-([1,1'-biphenyl]-4-ylmethyl)-4-(phenylamino)-1H-indole-7-carboxamido)methyl)benzoic acid